FC(C=1C(=NC=C(C1)N=C(C1=CC=CC=C1)C1=CC=CC=C1)C(=O)N(C)CC)F 3-(difluoromethyl)-5-((diphenylmethylene)amino)-N-ethyl-N-methylpyridinamide